ClC=1C=C(C=C(C1)Cl)C1=CC(=CC(=C1)CN1CCOCC1)O 3',5'-dichloro-5-(morpholinomethyl)-[1,1'-biphenyl]-3-ol